CN1C(C(=C(C2=CC=CC=C12)N1CCC(CC1)C=1SC2=C(N1)C=C(C=C2)C(F)(F)F)C#N)=O 1-methyl-2-oxo-4-{4-[5-(trifluoromethyl)-1,3-benzothiazol-2-yl]piperidin-1-yl}-1,2-dihydroquinoline-3-carbonitrile